trichloroethoxycarbonyl azide ClC(COC(=O)N=[N+]=[N-])(Cl)Cl